N-(((2S,5R)-6-hydroxy-7-oxo-1,6-diazabicyclo[3.2.1]oct-2-yl)(imino)methyl)thiazole-2-carboxamide ON1[C@@H]2CC[C@H](N(C1=O)C2)C(NC(=O)C=2SC=CN2)=N